2-acetamido-2,6-dideoxy-L-galactopyranose C(C)(=O)N[C@@H]1C(O)O[C@H]([C@H]([C@H]1O)O)C